1-tetradecanoyl-2-dodecanoyl-sn-glycero-3-phosphocholine C(CCCCCCCCCCCCC)(=O)OC[C@@H](OC(CCCCCCCCCCC)=O)COP(=O)([O-])OCC[N+](C)(C)C